3-((7-(5-Methyl-1,2,4-oxadiazol-3-yl)isoquinolin-1-yl)amino)-N-(4-methyl-7-propoxybenzo[d]thiazol-2-yl)propanamide CC1=NC(=NO1)C1=CC=C2C=CN=C(C2=C1)NCCC(=O)NC=1SC2=C(N1)C(=CC=C2OCCC)C